(R)-6-Isopropyl-1,4-dimethyl-2-(3-((5-(trifluoromethyl)pyrimidin-2-yl)amino)piperidin-1-yl)-1H-benzo[d]imidazol-5-amine C(C)(C)C=1C(=C(C2=C(N(C(=N2)N2C[C@@H](CCC2)NC2=NC=C(C=N2)C(F)(F)F)C)C1)C)N